C(C=C)(=O)OCCC[Si](OCCC)(OCCC)OCCC acryloxypropyltripropoxysilan